di-tert-butyl [3-(6-carbamoyl-1-methyl-1H-indazol-4-yl)-5-(1-ethyl-3-methyl-1H-pyrazol-5-yl)-1H-1,2,4-triazol-1-yl]methyl phosphate P(=O)(OC(C)(C)C)(OC(C)(C)C)OCN1N=C(N=C1C1=CC(=NN1CC)C)C1=C2C=NN(C2=CC(=C1)C(N)=O)C